3-(2-hydroxy-propane-2-yl)-6-methylpyridine OC(C)(C)C=1C=NC(=CC1)C